7-bromo-3,4-dihydroisoquinolin BrC1=CC=C2CCN=CC2=C1